ClC1=C(C=CC(=C1)F)C(=O)N1C[C@@H]2CC[C@H](C1)N2C2=CC(=CC=1N2C=NC1)S(=O)(=O)N1CC(CC1)(F)F (2-chloro-4-fluoro-phenyl)-[(1S,5R)-8-[7-(3,3-difluoropyrrolidin-1-yl)sulfonylimidazo[1,5-a]pyridin-5-yl]-3,8-diazabicyclo[3.2.1]octan-3-yl]methanone